C(CCCCC)N1C=[N+](C=C1)C=C 1-hexyl-3-vinylimidazolium